2-((2-(((tert-Butoxycarbonyl)(2-(6-methoxy-3-nitropyridin-2-yl)ethyl)amino)-methyl)-3,4-difluorophenyl)amino)-5-chloro-4-fluorobenzoic acid C(C)(C)(C)OC(=O)N(CCC1=NC(=CC=C1[N+](=O)[O-])OC)CC1=C(C=CC(=C1F)F)NC1=C(C(=O)O)C=C(C(=C1)F)Cl